N(=C=S)C(C)CCC 2-Isothiocyanatopentane